C(C)OC([C@H](CC(=O)C=1SC2=C(C1)C(=C(C(=C2)OC)OCCCOC=2C(=C1CN(CC1=CC2OC)C(=O)OC(C)(C)C)F)F)C)=O tert-butyl 5-[3-[2-[(3S)-4-ethoxy-3-methyl-4-oxo-butanoyl]-4-fluoro-6-methoxy-benzothiophen-5-yl]oxypropoxy]-4-fluoro-6-methoxy-isoindoline-2-carboxylate